ethyl 8-chloro-7-iodoimidazo[1,2-a]pyridine-2-carboxylate ClC=1C=2N(C=CC1I)C=C(N2)C(=O)OCC